NC=1N=NC(=CC1N1CCN(CC1)CC1CCN(CC1)C=1C=C2C(N(C(C2=CC1)=O)N1C(NC(CC1)=O)=O)=O)C1=C(C=CC(=C1)F)O 5-(4-((4-(3-amino-6-(5-fluoro-2-hydroxyphenyl)pyridazin-4-yl)piperazin-1-yl)methyl)piperidin-1-yl)-2-(2,4-dioxotetrahydropyrimidin-1(2H)-yl)isoindoline-1,3-dione